(Z)-nonadec-9-en-1-amine C(CCCCCCC\C=C/CCCCCCCCC)N